hydroxy(hydroxy-n-octanoic acid) OC(C(=O)O)(CCCCCC)O